(S)-3-(benzo[d][1,3]dioxol-4-yloxy)-N-methyl-3-(5-methylthiophene-2-yl)propan-1-amine O1COC2=C1C=CC=C2O[C@@H](CCNC)C=2SC(=CC2)C